7-(benzyloxy)-4-(4-bromo-2-methoxyphenyl)-1,2-dihydronaphthalene C(C1=CC=CC=C1)OC1=CC=C2C(=CCCC2=C1)C1=C(C=C(C=C1)Br)OC